3-(9-(4-hydroxybutyl)-3,9-diazaspiro[5.5]-undecan-3-yl)pentane-1,5-diyl bis(2-hexyldecanoate) C(CCCCC)C(C(=O)OCCC(CCOC(C(CCCCCCCC)CCCCCC)=O)N1CCC2(CC1)CCN(CC2)CCCCO)CCCCCCCC